1,6-dimethyl-2,3-dihydro-1H-pyrido[2,3-b][1,4]oxazine CN1C2=C(OCC1)N=C(C=C2)C